tert-butyl 4-(3,5-bis(trifluoromethyl) phenyl)-5,6-dihydropyridine-1(2H)-carboxylate FC(C=1C=C(C=C(C1)C(F)(F)F)C1=CCN(CC1)C(=O)OC(C)(C)C)(F)F